(S)-6-methyl-4-(methylthio)-2-(trifluoromethyl)-6,7-dihydropyrazolo[1,5-a]pyrazine hydroiodide I.C[C@@H]1N=C(C=2N(C1)N=C(C2)C(F)(F)F)SC